N,N-dipropyl-monomethylamine C(CC)N(CCC)C